Methyl (3'R,4'S,5'R)-6''-chloro-4'-(3-chloro-2-fluorophenyl)-1'-methyl-2''-oxodispiro[cyclohexane-1,2'-pyrrolidine-3',3''-indoline]-5'-carboxylate ClC1=CC=C2[C@@]3(C(NC2=C1)=O)C1(N([C@H]([C@@H]3C3=C(C(=CC=C3)Cl)F)C(=O)OC)C)CCCCC1